F[C@H]1CN(CC[C@H]1OC)C1=NC=CC(=N1)N 2-[(3S,4R)-3-fluoro-4-methoxypiperidin-1-yl]pyrimidin-4-amine